5-(2-aminobutyl)-2-bromo-4-hydroxybenzonitrile NC(CC=1C(=CC(=C(C#N)C1)Br)O)CC